ClC1=CC=C(CN2C[C@@H](N(C[C@H]2C)C=2C=3N=C(N(C3N3C(N2)=NN=C3)C[C@H]3OCCC3)C)C)C=C1 4-((2S,5R)-4-(4-Chlorobenzyl)-2,5-dimethylpiperazin-1-yl)-2-methyl-1-(((S)-tetrahydrofuran-2-yl)methyl)-1H-[1,2,4]triazolo[3,4-b]purine